4-(methoxymethyl)anisole COCC1=CC=C(C=C1)OC